CC1(CC=NO1)C(=O)O.NC=1C=2N(C=CN1)N=C(C2C2=CC=C(C=C2)C(=O)N2CCCC2)C2=CC=C(C=C2)NC(C(=C)C)=O N-(4-(4-amino-3-(4-(pyrrolidine-1-carbonyl)phenyl)pyrazolo[1,5-a]pyrazin-2-yl)phenyl)methacrylamide 5-methyl-4,5-dihydro-1,2-oxazole-5-carboxylate